(4-METHOXY-3-[(4-METHYLPIPERIDIN-1-YL)METHYL]PHENYL)BORANEDIOL COC1=C(C=C(C=C1)B(O)O)CN1CCC(CC1)C